ethyl (3S)-1-[(2R)-2-(2-oxo-4-phenyl-chromen-7-yl)oxypropanoyl]piperidine-3-carboxylate O=C1OC2=CC(=CC=C2C(=C1)C1=CC=CC=C1)O[C@@H](C(=O)N1C[C@H](CCC1)C(=O)OCC)C